F[C@@]1(C[C@@]2(CCC(N2C1)([2H])[2H])C(O)([2H])[2H])[2H] ((2R,7aS)-2-Fluorotetrahydro-1H-pyrrolizin-7a(5H)-yl-2,5,5-d3)methan-d2-ol